C(C1=CC=CC=C1)N1C2=CC=C(C=C2C=2C=CN=C(C12)C)NC(=S)NC1=CC=C(C=C1)C 1-(9-Benzyl-1-methyl-beta-carbolin-6-yl)-3-(p-tolyl)thiourea